5-(N-(3-Aminophenethyl)sulfamoyl)-3-methylbenzofuran-2-carboxylic acid NC=1C=C(CCNS(=O)(=O)C=2C=CC3=C(C(=C(O3)C(=O)O)C)C2)C=CC1